ClC1=CC=C(C=N1)[C@@](C(=O)OC)([C@H](C1=CC=CC=C1)NC1=CC(=C(C=C1)Cl)Cl)O methyl (2s,3s)-2-(6-chloropyridin-3-yl)-3-((3,4-dichlorophenyl) amino)-2-hydroxy-3-phenylpropionate